C(C)N(C1=CC=C(C=O)C=C1)CC N,N-diethyl-4-aminobenzaldehyde